N-((6-(2,6-dichloro-3,5-dimethoxyphenyl)-8-((2-methoxyethyl)amino)pyrido[3,4-d]pyrimidin-2-yl)methyl)acrylamide ClC1=C(C(=C(C=C1OC)OC)Cl)C1=CC2=C(N=C(N=C2)CNC(C=C)=O)C(=N1)NCCOC